FC=1C(=CC(=NC1)OC)C(C(=O)N1CC2(CC2)[C@@H](C1)NC1=NC(=C(C=C1)C=1C=NN(C1)C)C)C 2-(5-fluoro-2-methoxypyridin-4-yl)-1-((7S)-7-((6-methyl-5-(1-methyl-1H-pyrazol-4-yl)pyridin-2-yl)amino)-5-azaspiro[2.4]heptan-5-yl)propan-1-one